methyl (2S,4R)-1-((R)-2-((tert-butoxycarbonyl)amino)-3-cyclohexyl propanoyl)-4-(piperidin-1-yl)pyrrolidine-2-carboxylate C(C)(C)(C)OC(=O)N[C@@H](C(=O)N1[C@@H](C[C@H](C1)N1CCCCC1)C(=O)OC)CC1CCCCC1